2-(3-(((R)-1-((benzyloxy)carbonyl)pyrrolidin-3-yl)methoxy)phenyl)-5-methylpiperidine C(C1=CC=CC=C1)OC(=O)N1C[C@@H](CC1)COC=1C=C(C=CC1)C1NCC(CC1)C